ClC=1C=C2C(=C3C1NC(NC31CCCCC1)=O)OC(=N2)CNC2(CCOCC2)C2CC2 5-chloro-2-{[(4-cyclopropyloxan-4-yl)amino]methyl}-7,8-dihydro-6H-spiro[[1,3]oxazolo[5,4-f]quinazoline-9,1'-cyclohexane]-7-one